5-(2-(methylsulfinyl)-6-(trifluoromethyl)pyrimidin-4-yl)-1-(prop-2-yn-1-yl)pyridin-2(1H)-one CS(=O)C1=NC(=CC(=N1)C=1C=CC(N(C1)CC#C)=O)C(F)(F)F